(S)-2-(4-(6-((4-cyanobenzyl)oxy)pyridin-2-yl)-2,5-difluorobenzyl)-1-(4,4-dimethyltetrahydrofuran-3-yl)-1H-imidazo[4,5-c]pyridine-6-carboxylic acid C(#N)C1=CC=C(COC2=CC=CC(=N2)C2=CC(=C(CC=3N(C4=C(C=NC(=C4)C(=O)O)N3)[C@@H]3COCC3(C)C)C=C2F)F)C=C1